FC(C(=O)O)(CC(=O)O)F 2,2-difluoroButanedioic acid